C1(=CC=CS1)C(=O)OC methyl 2-thenoate